ClC1=NC=C(C(=N1)C=1C=C(C=CC1)C1=C(C=CC=C1)C)Cl 2,5-dichloro-4-(2'-methyl-[1,1'-biphenyl]-3-yl)pyrimidine